FC=1C=C(C=NC1OC)C=1C=C2C(=NC(=NC2=C(C1)OC1CCOCC1)N)C 6-(5-Fluoro-6-methoxypyridin-3-yl)-4-methyl-8-((tetrahydro-2H-pyran-4-yl)oxy)quinazolin-2-amine